S1C=NC2=C1CN(C2)CCN 2-(4H-pyrrolo[3,4-d]thiazol-5(6H)-yl)ethanamine